BrC=1C=NC=C(C1NCCC(=O)NC=1C=NN(C1)CC(=O)N(CCOC1=CC=C(C=C1)C)C)F 3-((3-bromo-5-fluoropyridin-4-yl)amino)-N-(1-(2-(methyl(2-(p-tolyloxy)ethyl)amino)-2-oxoethyl)-1H-pyrazol-4-yl)propanamide